The molecule is an N-acylglycine in which the acyl group is specified as docosanoyl. It has a role as a human blood serum metabolite and a human urinary metabolite. It is a N-acylglycine and a fatty amide. It derives from a docosanoic acid. It is a conjugate acid of a N-docosanoylglycinate. CCCCCCCCCCCCCCCCCCCCCC(=O)NCC(=O)O